FC(S(=O)(=O)[O-])(F)F.[Pd+2].C(C=C)C=1C(=C(C=CC1)C1=C(C=C(C=C1C(C)C)C(C)C)C(C)C)P(C(C)(C)C)C(C)(C)C.FC(S(=O)(=O)[O-])(F)F allyl-(2-di-tert-butylphosphino-2',4',6'-triisopropyl-1,1'-biphenyl) Palladium (II) trifluoromethanesulfonate